COC1=CC=C(C=C1)\C=C/C=1C=C2C(=NC1)OC(=N2)C=2C=NC=CC2 3-{6-[(Z)-2-(4-Methoxyphenyl)ethenyl]-[1,3]oxazolo[5,4-b]pyridin-2-yl}pyridine